C1(CCCCC1)OC(C=C)=O acrylic acid cyclohexylester